N-[1-(2-methoxyphenyl)ethyl]-4,5-dimethyl-thiophene-2-carboxamide COC1=C(C=CC=C1)C(C)NC(=O)C=1SC(=C(C1)C)C